FC(S(=O)(=O)N1C[C@H]([C@@H](C1)O)NC(CC1=NC=C2C=CC(=NC2=C1)C1=NC(=CC=C1)N1C[C@@H](O[C@@H](C1)C)C)=O)F N-((3R,4R)-1-((difluoromethyl)sulfonyl)-4-hydroxypyrrolidin-3-yl)-2-(2-(6-((cis)-2,6-dimethylmorpholino)pyridin-2-yl)-1,6-naphthyridin-7-yl)acetamide